2,2,3,4,4-pentafluorobutenenitrile FC(C#N)(C(=C(F)F)F)F